4-Methoxy-6-(1,3,4,5-tetrahydro-2H-benzazepin-2-yl)pyrimidin-2-amine COC1=NC(=NC(=C1)C1NC2=C(CCC1)C=CC=C2)N